5-acetyl-6-methyl-4-(4'-cyanophenyl)-3,4-dihydropyrimidin-2-one C(C)(=O)C=1C(NC(NC1C)=O)C1=CC=C(C=C1)C#N